C(#N)C=1C(NC=2CCCCC2C1C(=O)OCC)=O ethyl 3-cyano-2-oxo-1,2,5,6,7,8-hexahydroquinoline-4-carboxylate